methyl 6-bromo-2-(1-(tert-butoxycarbonyl)piperidin-4-yl)imidazo[1,2-a]pyridine-7-carboxylate BrC=1C(=CC=2N(C1)C=C(N2)C2CCN(CC2)C(=O)OC(C)(C)C)C(=O)OC